C(C)(C)(C)OC(=O)NN1C=C(C(C=C1)=O)C(=O)OC(C)(C)C tert-Butyl 1-((tert-butoxycarbonyl)amino)-4-oxo-1,4-dihydropyridine-3-formate